1-(2-(3-isopropoxy-4-methoxyphenyl)-2-oxoethyl)-2,6-dimethylpyridin-4(1H)-one C(C)(C)OC=1C=C(C=CC1OC)C(CN1C(=CC(C=C1C)=O)C)=O